BrC1=C(C(=CC=C1)N1CCN(CC1)C(C)C)NC(=O)N1CCC(CC1)(C)C1=NOC(=N1)C1CC1 N-{2-bromo-6-[4-(propan-2-yl)piperazin-1-yl]phenyl}-4-(5-cyclopropyl-1,2,4-oxadiazol-3-yl)-4-methylpiperidine-1-carboxamide